ClC=1C=C(C=CC1F)[C@H](NC(=O)N1[C@@H](C(NCC1)=O)C)[C@@H]1C[C@@H](C1)C(F)(F)F (2R)-N-((R)-(3-chloro-4-fluorophenyl)(cis-3-(trifluoromethyl)cyclobutyl)-methyl)-2-methyl-3-oxopiperazine-1-carboxamide